Cl.O1CCCC=C1 Dihydropyran hydrochloride